(±)-(1R,2S,3S,5S)-tert-butyl 2-fluoro-3-((6-(4-formyl-2-methoxyphenyl) pyridazin-3-yl) (methyl) amino)-8-azabicyclo[3.2.1]Octane-8-carboxylate F[C@@H]1[C@H]2CC[C@@H](C[C@@H]1N(C)C=1N=NC(=CC1)C1=C(C=C(C=C1)C=O)OC)N2C(=O)OC(C)(C)C |r|